CC=1C(=C(C(=O)OCC2=CC=3C(=NC(=CC3O2)C)C)C(=CC1)OC)O (4,6-dimethylfuro[3,2-c]pyridin-2-yl)methanol methyl-2-hydroxy-6-anisate